C(CCCCCC)C(O[Si](OCCCCCCN(CCCCO)CCC[C@@H](C)C1CCC2C3CCC4C[C@@H](CC[C@@]4(C3CC[C@]12C)C)OC)(C)C)OCCCCCCCC 15-heptyl-5-((4R)-4-((3R,10S,13R)-3-methoxy-10,13-dimethylhexadecahydro-1H-cyclopenta[a]phenanthren-17-yl)pentyl)-13,13-dimethyl-12,14,16-trioxa-5-aza-13-silatetracosan-1-ol